1-(4-((4-((4-((1-(4,6-dimethoxy-1,3,5-triazin-2-yl)-1H-pyrazol-3-yl)oxy)-2-fluorophenyl)amino)-7-methoxyquinazolin-6-yl)amino)piperidin-1-yl)prop-2-en-1-one COC1=NC(=NC(=N1)OC)N1N=C(C=C1)OC1=CC(=C(C=C1)NC1=NC=NC2=CC(=C(C=C12)NC1CCN(CC1)C(C=C)=O)OC)F